C(=O)(O)C=1C=C(C=CC1)O 3-Carboxyphenol